ClC1=CC(=C2C(=NC=NN21)N2CC1(C2)CC(C1)=O)C 2-(7-chloro-5-methylpyrrolo[2,1-f][1,2,4]triazin-4-yl)-2-azaspiro[3.3]heptan-6-one